6-bromo-3-methyl-4-(methylthio)isoindolin-1-one BrC1=CC(=C2C(NC(C2=C1)=O)C)SC